FC1=C(OC2=C(C=C(C=C2)NS(=O)(=O)C2CC2)C=2C=CC3=C(C(=NO3)C)C2)C=CC(=C1)F N-(4-(2,4-difluorophenoxy)-3-(3-methylbenzo[d]isoxazol-5-yl)phenyl)cyclopropanesulfonamide